3-((4-(dodecyloxy)-2-fluorophenyl)sulfonyl)-4-(4-(4-ethylpiperazin-1-yl)-[1,4'-bipiperidin]-1'-yl)-6-(methylsulfinyl)quinoline C(CCCCCCCCCCC)OC1=CC(=C(C=C1)S(=O)(=O)C=1C=NC2=CC=C(C=C2C1N1CCC(CC1)N1CCC(CC1)N1CCN(CC1)CC)S(=O)C)F